CC1=CC=C(C=C1)SC1=CC=C(C=C1)C1=C(C(=O)C2=CC=CC=C2)C=CC=C1 4-(4-methylphenylsulfanyl)phenylbenzophenone